N=1N=NC(C1)=[Se] triazoleselon